ClC1=CC=C(COC2=CC=C(C=C3C(NC(NC3=O)=S)=O)C=C2)C=C1 5-(4-(4-chlorobenzyloxy)benzylidene)-2-thioxodihydropyrimidine-4,6(1H,5H)-dione